C(C=CC)(=O)N but-2-ene-amide